(2-fluorophenyl)(4,4,5,5-tetramethyl-3-oxa-4-silahex-1-yl)amine FC1=C(C=CC=C1)NCCO[Si](C(C)(C)C)(C)C